BrC1=C(C=CC=C1)C(C(=O)O)CC(=O)O (2-bromophenyl)succinic acid